ClC1=C2C(=NN(C2=C(C=C1)C=1C=C2C(=NC1[C@H](CC1=CC(=CC(=C1)F)F)NC(OC(C)(C)C)=O)C=CN2C)C)NS(=O)(=O)C tert-butyl (S)-(1-(6-(4-chloro-1-methyl-3-(methylsulfonamido)-1H-indazol-7-yl)-1-methyl-1H-pyrrolo[3,2-b]pyridin-5-yl)-2-(3,5-difluorophenyl)ethyl)carbamate